1-(1-methoxyisoquinolin-8-yl)-9H-carbazole COC1=NC=CC2=CC=CC(=C12)C1=CC=CC=2C3=CC=CC=C3NC12